butyric acid (dilinoleyl)methyl ester C(CCCCCCC\C=C/C\C=C/CCCCC)C(CCCCCCCC\C=C/C\C=C/CCCCC)OC(CCC)=O